5-AMINO-4-(3-CYANOBENZOYL)-PYRAZOL NC1=C(C=NN1)C(C1=CC(=CC=C1)C#N)=O